5-(2,3-Difluoro-4-methoxyphenyl)-N-[4-[2-[[(2R,4R)-4-hydroxy-4-methylpyrrolidin-2-carbonyl]amino]ethylcarbamoyl]-3-methylphenyl]-1-methylimidazol-2-carboxamid FC1=C(C=CC(=C1F)OC)C1=CN=C(N1C)C(=O)NC1=CC(=C(C=C1)C(NCCNC(=O)[C@@H]1NC[C@](C1)(C)O)=O)C